(7-((3,6-dimethylpyridin-2-yl)oxy)-2-azaspiro[3.5]non-2-yl)((1s,3s)-3-hydroxy-3-methylcyclobutyl)methanone CC=1C(=NC(=CC1)C)OC1CCC2(CN(C2)C(=O)C2CC(C2)(C)O)CC1